4-methylimidazol CC=1N=CNC1